C1(CCCCC1)P(C(C)C)C(C)C cyclohexyl-diisopropylphosphine